2-(diisopropylphosphino)ethylamine C(C)(C)P(CCN)C(C)C